C(C)(C)(C)OC(=O)N1CCC(CC1)OC=1C=CC(=C(C(=O)O)C1)C 5-[(1-tert-butoxycarbonyl-4-piperidyl)oxy]-2-methyl-benzoic acid